N1N=CC(=C1)CC(C(=O)O)(C(=O)O)OC[C@H]1O[C@H]([C@H]([C@@H]1O)F)N1C2=NC(=NC(=C2N=C1)N)Cl 2-((1H-pyrazol-4-yl)methyl)-2-(((2R,3R,4S,5R)-5-(6-amino-2-chloro-9H-purin-9-yl)-4-fluoro-3-hydroxytetrahydrofuran-2-yl)methoxy)malonic acid